6-(5-methyl-1,2,4-oxadiazol-3-yl)-4-phenylisoindoline-2-carbonitrile CC1=NC(=NO1)C1=CC(=C2CN(CC2=C1)C#N)C1=CC=CC=C1